BrC1=CC=CC(=N1)C1=NOC(=C1)[C@]1(C(N(CC1)C)=O)O (R)-3-(3-(6-bromopyridin-2-yl)isoxazol-5-yl)-3-hydroxy-1-methylpyrrolidin-2-one